FC1([C@H](C1)C(=O)NC1=NC=C2C=C(C=3N(C2=C1)N=CN3)C=3C=NC(=CC3C)C(CC)=O)F (R)-2,2-difluoro-N-(4-(4-methyl-6-propionylpyridin-3-yl)-[1,2,4]triazolo[1,5-a][1,6]naphthyridin-8-yl)cyclopropane-1-carboxamide